(1s,2r)-2-((2-amino-3,5-dibromobenzyl)amino)-cyclopentanol NC1=C(CN[C@H]2[C@H](CCC2)O)C=C(C=C1Br)Br